NC1=C(N=C2N1C=CC=C2Br)C(=O)NCC2CC2 3-amino-8-bromo-N-(cyclopropylmethyl)imidazo[1,2-a]pyridine-2-carboxamide